N-[ethyl(4-{2-(morpholin-4-yl)-8-[1-(tetrahydro-2H-pyran-2-yl)-1H-pyrazol-5-yl]-1,7-naphthyridin-4-yl}phenyl)-λ4-sulfanylidene]-2,2,2-trifluoroacetamide C(C)S(=NC(C(F)(F)F)=O)C1=CC=C(C=C1)C1=CC(=NC2=C(N=CC=C12)C1=CC=NN1C1OCCCC1)N1CCOCC1